FCCC(CC)=O fluoropropione